FC1=C(OC=2C(=NC(=NC2)NS(=O)(=O)C)C2=CN(C(C(=C2)OC)=O)C)C=CC(=C1)F N-[5-(2,4-difluorophenoxy)-4-(5-methoxy-1-methyl-6-oxopyridin-3-yl)pyrimidin-2-yl]methanesulfonamide